C(C)(C)(C)OC(=O)N1CCC(CC1)C(C(=O)OC)(CC)N methyl 2-(1-t-butoxycarbonyl-4-piperidinyl)-aminobutyrate